[Na+].N(C)CC(=O)[O-] sarcosinate sodium